cinnamyl-palladium chloride C(C=CC1=CC=CC=C1)[Pd]Cl